ClC1=CC=C(C=C1)S(=O)(=O)\N=C(\NC1CCC(CC1)S(N)(=O)=O)/N1N=C([C@@H](C1)C1=CC=CC=C1)C1=CC=C(C=C1)F (R,Z)-N'-((4-chlorophenyl)sulfonyl)-3-(4-fluorophenyl)-4-phenyl-N-((1s,4S)-4-sulfamoylcyclohexyl)-4,5-dihydro-1H-pyrazole-1-carboximidamide